FC(CN1C(=NC=2C1=NC(=CC2)C=2C=CN1N=C(N=CC12)N[C@H]1CN(C[C@@H]1F)C)C)F 5-(3-(2,2-Difluoroethyl)-2-methyl-3H-imidazo[4,5-b]pyridin-5-yl)-N-((3S,4S)-4-fluoro-1-methylpyrrolidin-3-yl)pyrrolo[2,1-f][1,2,4]triazin-2-amine